N-((2-(diethoxymethyl)-5-fluoro-1H-indol-6-yl)methyl)-4-oxo-4H-pyrido[1,2-a]pyrimidine-2-carboxamide C(C)OC(C=1NC2=CC(=C(C=C2C1)F)CNC(=O)C=1N=C2N(C(C1)=O)C=CC=C2)OCC